5-(2,4-dimethyl-1,2,3,4-tetrahydroisoquinolin-7-yl)pyrazin-2-amine CN1CC2=CC(=CC=C2C(C1)C)C=1N=CC(=NC1)N